ClC1=C(C=C(C=C1)N1CCC=2C=C(N=CC2[C@@H]1C)C(=O)O)F (S)-7-(4-chloro-3-fluorophenyl)-8-methyl-5,6,7,8-tetrahydro-2,7-naphthyridine-3-carboxylic acid